dimethyl-[(3R)-3-(6-pyridazin-4-yl-3-pyridyl)-3-[[(7S)-4,7-difluoro-7-isopropyl-6,8-dihydro-5H-acridine-2-carbonyl]amino]propyl]ammonium C[NH+](CC[C@@H](NC(=O)C1=CC2=CC=3C[C@@](CCC3N=C2C(=C1)F)(C(C)C)F)C=1C=NC(=CC1)C1=CN=NC=C1)C